N([C@@](C(CSC)([2H])[2H])(C(=O)O)[2H])([2H])[2H] L-methionine-d5